NC1=NC=C(C2=C1C(=C(N2C)C2=CC=C(C=C2)NC(C=C)=O)C2=CC(=C(C=C2)OC2=NC=C(C(=N2)C)F)C)C#N N-(4-(4-amino-7-cyano-3-(4-((5-fluoro-4-methylpyrimidin-2-yl)oxy)-3-methylphenyl)-1-methyl-1H-pyrrolo[3,2-c]pyridin-2-yl)phenyl)acrylamide